3-(3-(4-(4-Methylpiperazin-1-yl)phenyl)-1H-pyrazol-5-yl)pyrrolidine-1-carbonitrile CN1CCN(CC1)C1=CC=C(C=C1)C1=NNC(=C1)C1CN(CC1)C#N